(1R,3R)-3-((6-Chloropyridazin-3-yl)amino)cyclohexan-1-ol ClC1=CC=C(N=N1)N[C@H]1C[C@@H](CCC1)O